3-(4,4-difluoropiperidin-1-yl)-4-(4-(2-(4,4-difluoropiperidin-1-yl)-6-methylpyridin-4-yl)-1H-pyrazol-1-yl)aniline FC1(CCN(CC1)C=1C=C(N)C=CC1N1N=CC(=C1)C1=CC(=NC(=C1)C)N1CCC(CC1)(F)F)F